COC(C1=C(N=C(C=C1)C1=CC=C(C=C1)C(F)(F)F)CN(S(=O)(=O)C1=CC=C(C=C1)C)CC(=O)OC)=O 6-(4-trifluoromethyl-phenyl)-2-{[methoxycarbonylmethyl-(4-methylphenylsulfonyl)-amino]-methyl}-nicotinic acid methyl ester